2-{bis[naphth-2-yl]-trimethylsilanyloxy-methyl}-pyrrolidine C1=C(C=CC2=CC=CC=C12)C(C1NCCC1)(O[Si](C)(C)C)C1=CC2=CC=CC=C2C=C1